C(C)OC(=O)C=1N=C(N(C(C1OC)=O)C)C1=NC2=C(N1C)C=CC=C2.OCCOC2=CC=C(C=C2)C2(C1=CC(=CC=C1C=1C=CC(=CC21)C2=CC1=CC=CC=C1C=C2)C2=CC1=CC=CC=C1C=C2)C2=CC=C(C=C2)OCCO 9,9-bis(4-(2-hydroxyethoxy)phenyl)-2,7-di(2-naphthyl)fluorene ethyl-5-methoxy-1-methyl-2-(1-methyl-1H-1,3-benzodiazol-2-yl)-6-oxo-1,6-dihydropyrimidine-4-carboxylate